4-imidazoleacetic acid N1C=NC(=C1)CC(=O)O